C1(=C(C=CC=C1)C(C(=O)O)(O)C(O)C(=O)O)C D-ortho-tolyltartaric acid